5-benzyl-2-[(4-isopropylphenyl)methylamino]-4H-[1,2,4]-triazolo[1,5-a]pyrimidin-7-one C(C1=CC=CC=C1)C=1NC=2N(C(C1)=O)N=C(N2)NCC2=CC=C(C=C2)C(C)C